OC1=C(N(N=C1)C)CCCN1C(C2=CC=CC=C2C1=O)=O 2-[3-(4-hydroxy-2-methyl-pyrazol-3-yl)propyl]isoindoline-1,3-dione